3-Methoxy-2-(4-methyl-3-nitro-1H-pyrazol-1-yl)-1-((S)-2-(trifluoromethyl)pyrrolidin-1-yl)propan-1-one Methyl-2-bromo-3-methoxypropanoate COC(C(COC)Br)=O.COCC(C(=O)N1[C@@H](CCC1)C(F)(F)F)N1N=C(C(=C1)C)[N+](=O)[O-]